C(#N)[C@H](C[C@@H]1OC2=C(NC1=O)C=C(C=C2)F)N(C(OC(C)(C)C)=O)C tert-butyl N-[(1S)-1-cyano-2-[(2S)-6-fluoro-3-oxo-4H-1,4-benzoxazin-2-yl] ethyl]-N-methyl-carbamate